(2R)-2-(5-fluoro-2-methoxypyridin-4-yl)-1-[(2S)-7-methyl-6-(pyrimidin-2-yl)-3,4-dihydro-1H-spiro[1,8-naphthyridine-2,3-pyrrolidin]-1-yl]propan-1-one FC=1C(=CC(=NC1)OC)[C@H](C(=O)N1C2=NC(=C(C=C2CC[C@]12CNCC2)C2=NC=CC=N2)C)C